FC1=C(C(=O)CC(=O)O)C=C(C(=C1)F)F 2,4,5-trifluoro-benzoyl-acetic acid